15-methyl-4-(methylsulfonylmethyl)-14-oxo-8,12,15-triazatetracyclo[8.6.1.02,7.013,17]heptadeca-1(16),2(7),3,5,10,13(17)-hexaene-5-carboxamide CN1C(C=2NC=C3CNC=4C=C(C(=CC4C(=C1)C23)CS(=O)(=O)C)C(=O)N)=O